N-(methoxycarbonyl)-L-tertiary leucine COC(=O)N[C@@H](C(C)(C)C)C(=O)O